(2-fluoro-4-(3-hydroxypyrrolidin-3-yl)phenyl)-N-(3-(4-fluoropiperidin-1-yl)propyl)benzo[d]imidazo[2,1-b]thiazole-7-carboxamide dihydrochloride Cl.Cl.FC1=C(C=CC(=C1)C1(CNCC1)O)C=1N=C2SC3=C(N2C1)C=CC(=C3)C(=O)NCCCN3CCC(CC3)F